[Na+].[Na+].[Na+].[Na+].C(CCCCCCCCCCCCCCCCC)N(C(CC(C(=O)[O-])S(=O)(=O)[O-])=O)C(CC(=O)[O-])C(=O)[O-] N-octadecyl-N-1,2-dicarboxyethyl-sulfosuccinamic acid tetrasodium salt